N-(3-bromophenyl)-7-chloro-8-fluoro-2-(methylsulfinyl)pyrido[4,3-d]pyrimidin-5-amine BrC=1C=C(C=CC1)NC1=NC(=C(C=2N=C(N=CC21)S(=O)C)F)Cl